(S)-1-(6-(3-methyl-1H-pyrrolo[2,3-b]pyridin-5-yl)-4-(pyrrolidine-2-yl)isoindolin-2-yl)ethan-1-one CC1=CNC2=NC=C(C=C21)C2=CC(=C1CN(CC1=C2)C(C)=O)[C@H]2NCCC2